2-(2-(benzyloxy)-3-(1-cyclopropylethyl)phenyl)-N-methoxy-N-methylpropanamide C(C1=CC=CC=C1)OC1=C(C=CC=C1C(C)C1CC1)C(C(=O)N(C)OC)C